ClCC1=C(C=CC=C1)NC(=O)NC1=CC=CC=C1 1-(2-(chloromethyl)phenyl)-3-phenylurea